N=1N(N=CC1)C=1C=CC(=NC1)O[C@H]1C[C@H](N(C1)C1=NC=C(CN[C@@H](CC(=O)OC)C2=CC=C(C=C2)S(=O)(=O)CC)C=C1)COC(F)F methyl (S)-3-(6-((2S,4S)-4-((5-(2H-1,2,3-triazol-2-yl) pyridin-2-yl)oxy)-2-((difluoromethoxy)methyl)pyrrolidine-1-yl)nicotinylamino)-3-(4-(ethylsulfonyl)phenyl)propanoate